FC1(CN(CC1)C1=NC=CC(=C1C1=NC2=C(CN(CC2)C(=O)OCCCC)N1)C1=CC=CC=C1)F butyl 2-[2-(3,3-difluoropyrrolidin-1-yl)-4-phenyl-3-pyridyl]-3,4,6,7-tetrahydroimidazo[4,5-c]pyridine-5-carboxylate